2-[[5-(4-Bromo-3-chlorophenyl)-2-furanyl]methylene]-1H-indene-1,3(2H)-dione BrC1=C(C=C(C=C1)C1=CC=C(O1)C=C1C(C2=CC=CC=C2C1=O)=O)Cl